tert-butyl ((1-((4-methoxy-3-((2-methoxyphenyl)sulfonamido)benzo[d]isoxazol-6-yl)methyl)-1H-pyrazol-4-yl)methyl)carbamate COC1=CC(=CC2=C1C(=NO2)NS(=O)(=O)C2=C(C=CC=C2)OC)CN2N=CC(=C2)CNC(OC(C)(C)C)=O